OC=1C(=CC2=C(C=CO2)C1)O 5,6-dihydroxybenzofuran